dithienyl-benzothiadiazole S1C(=CC=C1)C=1C=CC2=C(N=NS2)C1C=1SC=CC1